BrC=1C=CC=C2C(=C(C=NC12)C(=O)N[C@H]1CCOC2=CC=CC=C12)Cl 8-Bromo-4-chloro-N-[(4S)-3,4-dihydro-2H-chromen-4-yl]quinoline-3-carboxamide